CC1=NC=2N3C(N(C(C2N1CC1=CC=CC=C1)=O)C)=NC12C3CCC2CCC1 (+/-)-6a,7,8,9,9a,10,11,11a-Octahydro-2,5-dimethyl-3-(phenylmethyl)-3H-pentaleno[6a',1':4,5]imidazo[2,1-b]purin-4(5H)-one